N-(5-(2-(1-isopropylpyrrolidin-2-yl)acetamido)-2-methylpyridin-3-yl)-2-(2-methoxypyridin-3-yl)pyrazolo[5,1-b]thiazole-7-carboxamide C(C)(C)N1C(CCC1)CC(=O)NC=1C=C(C(=NC1)C)NC(=O)C=1C=NN2C1SC(=C2)C=2C(=NC=CC2)OC